C(C1=CC=CC=C1)OC1=C2N3C4(CCC3=CC1=O)CCCCN(C2=O)C4 11-(benzyloxy)-3,4,5,6,7,8-hexahydro-2,6a-methano[1,4]diazonino[9,1,2-cd]indolizine-1,10-dione